BrC1=C(C(=CC(=C1)F)C)C 1-bromo-5-fluoro-2,3-xylene